ClC1=C(C=CC=C1)C1NC2(C3NNC(N3C3SC4CCCC4C13)C)CC2 (13'S)-9'-(2-chlorophenyl)-3'-methyl-16'-thia-2',4',5',8'-tetraazaspiro[cyclopropane-1,7'-tetracyclo[8.6.0.02,6.011,15]hexadecane]